N-(2,4-difluorophenyl)[(2-methoxy-5-(4-(4-[(2E)-4-oxopent-2-enoyl]piperazin-1-yl)quinazolin-6-yl)pyridin-3-yl)amino]sulfonamide FC1=C(C=CC(=C1)F)NS(=O)(=O)NC=1C(=NC=C(C1)C=1C=C2C(=NC=NC2=CC1)N1CCN(CC1)C(\C=C\C(C)=O)=O)OC